(S)-1-p-chlorophenylethylamine ClC1=CC=C(C=C1)[C@H](C)N